N1C(=CC2=CC=CC=C12)C=CC(=O)O β-indolyl-acrylic acid